C(CCC)C(C)([Mg])CCCC di-n-butylethylmagnesium